SCC(=O)O.SCC(=O)O.C(O)C(CC)(CO)CO Trimethylolpropan bis(2-Mercaptoacetat)